FC(C=1C=C2OC=3C=C(C=CC3NC2=CC1)/C=N/O)(F)F (E)-7-(trifluoromethyl)-10H-phenoxazine-3-carbaldehyde oxime